ClC=1C=NN(C1C1=NN2C(N(C(CC2)=O)CC2=CC(=C(C=C2)C=2N(C=CN2)C(C)C)Cl)=C1)C(C)C 2-(4-chloro-1-isopropyl-1H-pyrazol-5-yl)-4-(3-chloro-4-(1-isopropyl-1H-imidazol-2-yl)benzyl)-6,7-dihydropyrazolo[1,5-a]pyrimidin-5(4H)-one